(2-amino-5-ethyl-3-pyridyl)-3-pentanol NC1=NC=C(C=C1CCC(CC)O)CC